(S)-3-(3-chloro-4-fluorophenyl)-1-(1-(1-oxo-1,2-dihydroisoquinolin-4-yl)ethyl)-1-(thiazol-2-ylmethyl)urea ClC=1C=C(C=CC1F)NC(N(CC=1SC=CN1)[C@@H](C)C1=CNC(C2=CC=CC=C12)=O)=O